(1R,2S,4S)-2-methoxy-7-azabicyclo[2.2.1]heptane-7-carboxylic acid tert-butyl ester C(C)(C)(C)OC(=O)N1[C@H]2[C@H](C[C@@H]1CC2)OC